amino-D-norleucine NN[C@H](CCCC)C(=O)O